1-(14-azido-3,6,9,12-tetraoxaoctadecyl)-3,4-dibromo-1H-pyrrole-2,5-dione N(=[N+]=[N-])C(COCCOCCOCCOCCN1C(C(=C(C1=O)Br)Br)=O)CCCC